β-carotenelinoleic acid trans-4-(((trans-4-(3-Cyano-4-methoxyphenyl)cyclohexyl)methyl)(3-(2-cyclopropyloxazol-4-yl)phenyl)carbamoyl)cyclohexyl-methylcarbamate C(#N)C=1C=C(C=CC1OC)[C@@H]1CC[C@H](CC1)CN(C(=O)[C@@H]1CC[C@H](CC1)N(C(O)=O)C)C1=CC(=CC=C1)C=1N=C(OC1)C1CC1.C([C@@]1(C)CCCC(C)=C1\C=C\C(\C)=C\C=C\C(\C)=C\C=C\C=C(/C)\C=C\C=C(/C)\C=C\C1=C(C)CCCC1(C)C)CCCCC\C=C/C\C=C/CCCCCCCC(=O)O